4-cyano-N-(((1S,4aS,4bR,6aR,8R,10aS,10bR,12aS)-8-hydroxy-8,12a-dimethyloctadecahydrochrysen-1-yl)methyl)benzamide C(#N)C1=CC=C(C(=O)NC[C@H]2CCC[C@H]3[C@@H]4CC[C@@H]5C[C@](CC[C@@H]5[C@H]4CC[C@]23C)(C)O)C=C1